methyl 7-(2-methylprop-2-yl)-2-oxo-1H-quinoline-3-carboxylate CC(C)(C)C1=CC=C2C=C(C(NC2=C1)=O)C(=O)OC